FC12CC(C1)(C2)CNCC=2C=CC=1N(C2)C=C(N1)CN1C(C2=CN=CC=C2C=C1)=O 2-[(6-{[({3-fluorobicyclo[1.1.1]pentan-1-yl}methyl)amino]methyl}imidazo[1,2-a]pyridin-2-yl)methyl]-1,2-dihydro-2,7-naphthyridin-1-one